(biphenyl-4-yl)-{4-(4,4,5,5-tetramethyl-[1,3,2]dioxaborolane-2-yl)phenyl}amine C1(=CC=C(C=C1)NC1=CC=C(C=C1)B1OC(C(O1)(C)C)(C)C)C1=CC=CC=C1